(4-acetyl-6-(trifluoromethyl)pyridin-2-yl)carbamic acid tert-butyl ester C(C)(C)(C)OC(NC1=NC(=CC(=C1)C(C)=O)C(F)(F)F)=O